isooctyl 3,5-di-tert-butyl-4-hydroxybenzylthioglycolate C(C)(C)(C)C=1C=C(CC(C(=O)OCCCCCC(C)C)S)C=C(C1O)C(C)(C)C